1-butyl-sulfanyl-2,2,6,6-tetramethylpiperidine C(CCC)N1C(C(CCC1(C)C)S)(C)C